2-((3-(1-(4-((trifluoromethyl)thio)phenyl)cyclopropyl)-1,2,4-oxadiazol-5-yl)methyl)acrylic acid FC(SC1=CC=C(C=C1)C1(CC1)C1=NOC(=N1)CC(C(=O)O)=C)(F)F